NOS(O)(=O)=O aminosulfuric acid